C(C)(=O)C1=NN(C2=CC=C(C=C12)C=1C=NC(=NC1)C)CC(=O)N1[C@@H](C[C@H](C1)F)C(=O)NC1=CC=CC(=N1)C(=O)N(C)C 6-((2S,4R)-1-(2-(3-acetyl-5-(2-methylpyrimidin-5-yl)-1H-indazol-1-yl)acetyl)-4-fluoropyrrolidine-2-carboxamido)-N,N-dimethylpicolinamide